(S)-3,3'-dibromo-2,2'-dimethoxy-1,1'-binaphthyl COC1=C(C2=CC=CC=C2C=C1Br)C3=C(C(=CC4=CC=CC=C43)Br)OC